(6R)-6-{[7-chloro-2-(3-fluorophenyl)[1,2,4]triazolo[1,5-c]quinazolin-5-yl]amino}-1,4-diazepan-5-one ClC1=CC=CC=2C=3N(C(=NC12)N[C@H]1C(NCCNC1)=O)N=C(N3)C3=CC(=CC=C3)F